N-(1-(5-(4-chloropicolinoyl)-5,6,7,8-tetrahydro-1,5-naphthyridin-2-yl)ethyl)-4-fluorobenzamide ClC1=CC(=NC=C1)C(=O)N1C=2C=CC(=NC2CCC1)C(C)NC(C1=CC=C(C=C1)F)=O